ClC=1C=C(C(=NC1)OC1=CC=C(C=C1)N1N=C(N=N1)C=O)F 2-{4-[(5-chloro-3-fluoropyridin-2-yl)oxy]phenyl}-1,2,3,4-tetrazole-5-carbaldehyde